N-(4-cyclopentylphenyl)-2-{[1-(2-hydroxyethyl)-1H-tetrazol-5-yl]sulfanyl}-5-[(trifluoromethyl)sulfonyl]benzamide C1(CCCC1)C1=CC=C(C=C1)NC(C1=C(C=CC(=C1)S(=O)(=O)C(F)(F)F)SC1=NN=NN1CCO)=O